P(OC(CCCCCC)C)(OC(CCCCCC)C)=O.[Co+3] cobalt (III) 1-methylheptyl (1-methylheptyl) phosphonate